[K].C(C1=CN=CC=C1)C1=C(N(CC1)C=C)O 3-nicotinyl-1-vinyl-4,5-dihydro-1H-pyrrole-2-ol potassium